N-(3-(((2-((4-(4-((3-(2,6-dioxopiperidin-3-yl)benzyl)(methyl)amino)piperidin-1-yl)phenyl)amino)-5-(trifluoromethyl)pyrimidin-4-yl)amino)methyl)pyridin-2-yl)-N-methylmethanesulfonamide O=C1NC(CCC1C=1C=C(CN(C2CCN(CC2)C2=CC=C(C=C2)NC2=NC=C(C(=N2)NCC=2C(=NC=CC2)N(S(=O)(=O)C)C)C(F)(F)F)C)C=CC1)=O